4-(4-Benzylpiperazin-1-yl)-3-nitro-N-(pyridin-2-ylmethyl)benzamide lithio-4-methyl-5-oxomorpholine-2-carboxylate [Li]C1N(C(COC1C(=O)O)=O)C.C(C1=CC=CC=C1)N1CCN(CC1)C1=C(C=C(C(=O)NCC2=NC=CC=C2)C=C1)[N+](=O)[O-]